FC(C1=CC=C(CNC(=O)C2NCCC3=CC=CC=C23)C=C1)(F)F N-(4-(trifluoromethyl)benzyl)-1,2,3,4-tetrahydro-1-isoquinolinecarboxamide